[C@@H](C)(CC)N1C=C(C=2C1=NC(=CC2)C(=O)N2C(CN(CC2)C2=NC(=C(C(=O)OC)C(=C2)C)C)(C)C)C2=CC(=C(C=C2)Cl)F methyl (R)-6-(4-(1-(sec-butyl)-3-(4-chloro-3-fluorophenyl)-1H-pyrrolo[2,3-b]pyridine-6-carbonyl)-3,3-dimethylpiperazin-1-yl)-2,4-dimethylnicotinate